FC1=C(C(=CC(=C1)OC)F)C1=C(C(N(N1C)C1=NC(=CC(=C1)OC)NCCO)=O)NC(C1=CC=C(C=C1)OC(F)F)=O N-[5-(2,6-difluoro-4-methoxyphenyl)-2-{6-[(2-hydroxyethyl)amino]-4-methoxypyridin-2-yl}-1-methyl-3-oxo-2,3-dihydro-1H-pyrazol-4-yl]-4-(difluoromethoxy)benzamide